(S)-3-amino-N-(8-chloro-7-(piperazin-1-yl)chroman-3-yl)-6-methylthieno[2,3-b]pyridine-2-carboxamide NC1=C(SC2=NC(=CC=C21)C)C(=O)N[C@@H]2COC1=C(C(=CC=C1C2)N2CCNCC2)Cl